3-(4-tert-butyl-1-pyridyl)propanesulfonic acid (3-(4-tert-butyl-1-pyridinio) propanesulfonate) C(C)(C)(C)C1=CC=[N+](C=C1)CCCS(=O)(=O)[O-].C(C)(C)(C)C1=CCN(C=C1)CCCS(=O)(=O)O